FC=1C=C(C=CC1O)C1=CC=C(C=C1)OCC1=CC=CC=C1 3-fluoro-4'-benzyloxy-1,1'-biphenyl-4-ol